1,3-bis(2,6-bis((R)-1-(3-methylphenyl)ethyl)-2-methylphenyl)-4,5-dihydro-1H-imidazole chloride [Cl-].CC=1C=C(C=CC1)[C@@H](C)C1(C(C(=CC=C1)[C@H](C)C1=CC(=CC=C1)C)N1CN(CC1)C1C(C=CC=C1[C@H](C)C1=CC(=CC=C1)C)([C@H](C)C1=CC(=CC=C1)C)C)C